Methyl-(1-(4-bromo-3-fluorophenyl)-2,2,2-trifluoroethyl)-L-leucine CN([C@@H](CC(C)C)C(=O)O)C(C(F)(F)F)C1=CC(=C(C=C1)Br)F